ClC=1C=C(NCCOCCN(C(OC(C)(C)C)=O)C)C=CC1F tert-butyl N-[2-[2-(3-chloro-4-fluoro-anilino)ethoxy]ethyl]-N-methyl-carbamate